Bis((2E)-3,7-dimethyloct-2,6-dien-1-yl) succinate C(CCC(=O)OC\C=C(\CCC=C(C)C)/C)(=O)OC\C=C(\CCC=C(C)C)/C